5,7-dibromobenzofuran-2-carboxylic acid BrC=1C=C(C2=C(C=C(O2)C(=O)O)C1)Br